5,6-Dimethoxythieno[2,3-b]pyridine-2-carboxylic acid COC=1C=C2C(=NC1OC)SC(=C2)C(=O)O